ClC=1C=C(C=CC1)COC1=C(C=C(C=C1)C(=O)N1CCN(CC1)C=1OC=2C(=NC(=CC2)C)N1)C=1NC=CN1 [4-[(3-chlorophenyl)methoxy]-3-(1H-imidazol-2-yl)phenyl]-[4-(5-methyloxazolo[4,5-b]pyridin-2-yl)piperazin-1-yl]methanone